(3S,12bS)-3-Ethyl-8-methoxy-12-tosyl-3,4,6,7,12,12b-hexahydroindolo[2,3-a]quinolizin-2(1H)-one C(C)[C@H]1CN2CCC3=C([C@@H]2CC1=O)N(C1=CC=CC(=C13)OC)S(=O)(=O)C1=CC=C(C)C=C1